FC=1C=C(C=C(C1)[N+](=O)[O-])C1=CCCCN1C(=O)OC(C)(C)C tert-butyl 6-(3-fluoro-5-nitrophenyl)-3,4-dihydropyridine-1(2H)-carboxylate